6-((3-fluorobenzyl)thio)-1-methyl-5-phenyl-1H-pyrazolo[3,4-d]pyrimidin-4(5H)-one FC=1C=C(CSC=2N(C(C3=C(N2)N(N=C3)C)=O)C3=CC=CC=C3)C=CC1